OC(C#CC1=C2C=NNC2=C(C=C1)C(=O)N)(C)C 4-(3-hydroxy-3-methylbutane-1-yne-1-yl)-1H-indazole-7-carboxamide